2-(4-bromophenyl)-2,6-diphenylpyrimidine BrC1=CC=C(C=C1)C1(NC(=CC=N1)C1=CC=CC=C1)C1=CC=CC=C1